C(C)[Si](OC(C)(CCI)C)(CC)CC triethyl-((4-Iodo-2-methylbutan-2-yl)oxy)silane